4,4,5,5-TETRAMETHYL-1,3,2-DIOXABOROLAN-2-YLBENZOATE CC1(OB(OC1(C)C)C1=C(C(=O)[O-])C=CC=C1)C